8-(2,4-Dichloro-3-fluorophenyl)-9-(4-((1-(3-fluoropropyl)azetidin-3-yl)methyl)phenyl)-6,7-dihydro-5H-benzo[7]annulen ClC1=C(C=CC(=C1F)Cl)C=1CCCC2=C(C1C1=CC=C(C=C1)CC1CN(C1)CCCF)C=CC=C2